2-[(6-chloro-3-tetrahydropyran-4-yl-4-quinolyl)amino]-5-methoxy-benzoic acid ClC=1C=C2C(=C(C=NC2=CC1)C1CCOCC1)NC1=C(C(=O)O)C=C(C=C1)OC